2H-5,6-dioxazin N1CC=COO1